5-(4-((4-(4-amino-3-(4-phenoxyphenyl)-1H-pyrazolo[3,4-d]pyrimidin-1-yl)cyclohexyl)methyl)Piperazin-1-yl-2,2,3,3,5,5,6,6-d8)-2-(2,6-dioxopiperidin-3-yl)-4-fluoroisoindol NC1=C2C(=NC=N1)N(N=C2C2=CC=C(C=C2)OC2=CC=CC=C2)C2CCC(CC2)CN2C(C(N(C(C2([2H])[2H])([2H])[2H])C2=C(C1=CN(C=C1C=C2)C2C(NC(CC2)=O)=O)F)([2H])[2H])([2H])[2H]